BrC1=CC=2[C@@H]3[C@H](N(C(C2C=C1)=O)CC(=O)NC1=NC=C(C=N1)F)CC3 2-(cis-7-bromo-4-oxo-1,2,2a,8b-tetrahydrocyclobuta[c]isoquinolin-3-yl)-N-(5-fluoropyrimidin-2-yl)acetamide